7-(2,6-dimethylphenyl)-2-methoxy-3-(4-methyl-1H-imidazol-1-yl)-9H-fluoren-9-one CC1=C(C(=CC=C1)C)C1=CC=C2C=3C=C(C(=CC3C(C2=C1)=O)OC)N1C=NC(=C1)C